C1(CCCCC1)COC1=CC=C(C=N1)C1OCCC(C1)C#N [6-(cyclohexylmethoxy)-3-pyridyl]tetrahydropyran-4-carbonitrile